IC1=C2C(C(=NC2=CC(=C1)I)C)(C)C 4,6-diiodo-2,3,3-trimethyl-3H-indole